(Z)-1,3-bis(1-(2-(2-butoxyethoxy)ethoxy)prop-1-en-2-yl)benzene C(CCC)OCCOCCOC=C(C)C1=CC(=CC=C1)\C(=C/OCCOCCOCCCC)\C